N,N-dimethyl-(1R,2R)-cyclohexanediamine CN(C1(CCCCC1)N)C